4-bromo-2,6-dichlorophenoxylpropyl 4-methylbenzenesulfonate CC1=CC=C(C=C1)S(=O)(=O)OCCCOC1=C(C=C(C=C1Cl)Br)Cl